(2-hydroxy-4-methoxybenzoyl)aminohexanoic acid OC1=C(C(=O)NC(C(=O)O)CCCC)C=CC(=C1)OC